[O-2].[Ga+].[Ga+] gallium(I) oxide